BrCCN1CCN(CC1)C 1-(2-bromoethyl)-4-methylpiperazine